FC(C(C(OC)(F)F)(C(F)(F)F)F)(F)F 1,1,1,2,3,3-hexafluoro-3-methoxy-2-(trifluoromethyl)propane